2'-chloro-N-(6-(1-(2,2-difluoroethyl)piperidin-4-yl)thiazolo[4,5-b]pyrazin-2-yl)-5'-methoxy-6-methyl-[4,4'-bipyridine]-3-carboxamide ClC1=NC=C(C(=C1)C1=C(C=NC(=C1)C)C(=O)NC=1SC=2C(=NC=C(N2)C2CCN(CC2)CC(F)F)N1)OC